NC1=C(C=C(N=N1)C1=C(C=CC=C1)O)N1CC2CCC(C1)N2C2=NC=C(C=N2)C2CCNCC2 2-[6-amino-5-[8-[5-(4-piperidyl)pyrimidin-2-yl]-3,8-diazabicyclo[3.2.1]octan-3-yl]pyridazin-3-yl]phenol